tetrahydroisoquinoline-1-carboxylic acid C1(NCCC2=CC=CC=C12)C(=O)O